N[C@H](C(=O)N[C@H](C(=O)OCC)CC(C)C)CC1=NC2=C(N1C)C=CC(=C2)N(CCCl)CCCl ethyl (2S)-2-[[(2S)-2-amino-3-[5-[bis(2-chloroethyl)amino]-1-methyl-benzimidazol-2-yl]propanoyl]amino]-4-methyl-pentanoate